S1C(=CC=C1)SN1C(C2=CC=CC=C2C1=O)=O 2-(thiophen-2-ylthio)isoindoline-1,3-dione